C(C)(C)(C)OC(=O)NCCN(CC(=O)OCC)C Ethyl 2-((2-((tert-butoxycarbonyl)amino)ethyl)(methyl)amino)acetate